1-(2,3-difluoro-4-((2-fluoro-4-(trifluoromethyl)benzyl)oxy)benzyl)-1H-imidazole-5-carboxylic acid FC1=C(CN2C=NC=C2C(=O)O)C=CC(=C1F)OCC1=C(C=C(C=C1)C(F)(F)F)F